N-methyl-5-(4-(2-morpholinoethoxy)piperidin-1-yl)-7-(trifluoromethyl)thieno[3,2-b]pyridine-3-carboxamide CNC(=O)C1=CSC=2C1=NC(=CC2C(F)(F)F)N2CCC(CC2)OCCN2CCOCC2